ClC1=CC=C2C(=NN(C2=C1)C)C1CCN(CC1)C(=O)N1C[C@@H]2[C@@H](OCC(N2)=O)CC1 (-)-cis-6-(4-(6-chloro-1-methyl-1H-indazol-3-yl)piperidine-1-carbonyl)hexahydro-2H-pyrido[4,3-b][1,4]oxazin-3(4H)-one